CN(CCCNCC1=CC=C(C=C1)CN)C N-(3-Dimethylaminopropyl)-1,4-bis-(aminomethyl)benzol